4-[5-(aminomethyl)pyridin-2-yl]-3-[2-morpholin-4-yl-4-(trifluoromethyl)-1,3-thiazole-5-carbonyl]benzonitrile NCC=1C=CC(=NC1)C1=C(C=C(C#N)C=C1)C(=O)C1=C(N=C(S1)N1CCOCC1)C(F)(F)F